C(C)(C)(C)OC(=O)N1[C@@H](CCC1)C(=O)N1CCC2=C(C=CC=C12)C1=CC(=NC=C1)N.NC1=CC=C(OC2=CC=C(OC3=C(C(C)(C)C4=CC=C(C=C4)C(C4=C(C=CC=C4)OC4=CC=C(C=C4)OC4=CC=C(C=C4)N)(C)C)C=CC=C3)C=C2)C=C1 1,4-bis[4-(4-aminophenoxy)phenoxy-α,α-dimethylbenzyl]benzene tert-butyl-(S)-2-(4-(2-aminopyridin-4-yl)indoline-1-carbonyl)pyrrolidine-1-carboxylate